FC1=C(C=CC(=N1)C(=O)NC)N1C2(CC2)CN(CC1)CC=1C(=C2NC(C(=NC2=CC1)C)=O)F 6-fluoro-5-(7-((5-fluoro-2-methyl-3-oxo-3,4-dihydroquinoxalin-6-yl)methyl)-4,7-diazaspiro[2.5]octan-4-yl)-N-methylpicolinamide